C(C)(C)OC1=C(C(=CC=C1)N)N 3-isopropoxybenzene-1,2-diamine